(3aS,6aS)-5-(3-(3-ethyl-1H-indazol-5-yl)imidazo[1,2-b]pyridazin-6-yl)hexahydro-1H-furo[3,4-c]pyrrole C(C)C1=NNC2=CC=C(C=C12)C1=CN=C2N1N=C(C=C2)N2C[C@@H]1[C@@H](C2)COC1